[N+](=O)([O-])C=1C=C(C=CC1)NC(OC(C)(C)C)=O tert-butyl (3-nitrophenyl)carbamate